(R)-1-(4-(difluoromethoxy)-2-fluorophenyl)-3-(isoquinolin-4-yl)-2-oxoimidazoline-4-carbonitrile FC(OC1=CC(=C(C=C1)N1C(N([C@H](C1)C#N)C1=CN=CC2=CC=CC=C12)=O)F)F